C(C)OC(C)N1N=CC(=C1)C1=C(C(=NC=N1)N)F 6-(1-(1-ethoxyethyl)-1H-pyrazol-4-yl)-5-fluoropyrimidin-4-amine